4-(((tert-butyldimethylsilyl)oxy)methyl)-2-methoxyaniline [Si](C)(C)(C(C)(C)C)OCC1=CC(=C(N)C=C1)OC